O=C1NC(CCC1N1C(C2=CC=CC(=C2C1=O)OCC(=O)NCCCCCCCCCCCC(=O)N)=O)=O 12-(2-((2-(2,6-dioxopiperidin-3-yl)-1,3-dioxoisoindolin-4-yl)oxy)acetamido)lauramide